C1(CC1)C1=C(C=C(C=C1OC)[C@@H](C)NCCO[C@@H](C)C1=CC=CC=C1)OC (1R)-1-(4-cyclopropyl-3,5-dimethoxyphenyl)-N-{2-[(1S)-1-phenylethoxy]ethyl}ethane-1-amine